4-methoxy-α-naphthol COC1=CC=C(C2=CC=CC=C12)O